N-[5-(1H-benzimidazol-2-yl)-1H-pyrazol-3-yl]-4-(2-methoxyethoxy)-3-methyl-benzamide N1C(=NC2=C1C=CC=C2)C2=CC(=NN2)NC(C2=CC(=C(C=C2)OCCOC)C)=O